CC1=CC=C(CSC=2N=CCN2)C=C1 2-((4-methylbenzyl)thio)-4H-imidazole